4-(4-(5-(1-amino-1-(4-fluorophenyl)ethyl)pyrimidin-2-yl)-3,6-dihydropyridin-1(2H)-yl)pyrrolo[2,1-f][1,2,4]triazin NC(C)(C1=CC=C(C=C1)F)C=1C=NC(=NC1)C=1CCN(CC1)C1=NC=NN2C1=CC=C2